N-{4-(naphthalen-2-yl)phenyl}-N-(6-phenyl-1,1':4',1''-terphenyl-3-yl)amine C1=C(C=CC2=CC=CC=C12)C1=CC=C(C=C1)NC=1C=C(C(=CC1)C1=CC=CC=C1)C1=CC=C(C=C1)C1=CC=CC=C1